N-[2-(diethylamino)ethyl]-2-[1-[(2,3-difluorophenyl)methyl]-5-oxopyrrolidin-2-yl]acetamid C(C)N(CCNC(CC1N(C(CC1)=O)CC1=C(C(=CC=C1)F)F)=O)CC